2-methyl-3-((5-(trifluoromethyl)pyridazin-3-yl)methyl)naphthalene-1,4-dione CC=1C(C2=CC=CC=C2C(C1CC=1N=NC=C(C1)C(F)(F)F)=O)=O